bis(diisopropylamino)(1-(3,4-diisopropenyloxyphenyl)-2-cyano-ethoxy)phosphine ethyl-2-(3-(difluoromethyl)-5-(2-(dimethylamino)ethyl)-2-oxopyridin-1(2H)-yl)-4-methylpentanoate C(C)OC(C(CC(C)C)N1C(C(=CC(=C1)CCN(C)C)C(F)F)=O)=O.C(C)(C)N(C(C)C)P(OC(CC#N)C1=CC(=C(C=C1)OC(=C)C)OC(=C)C)N(C(C)C)C(C)C